aminopyrimidine-5-carbonitrile NC1=NC=C(C=N1)C#N